Cl.COC=1C=C(C=CC1OC)C=1NC2=CC=C(C=C2C1CC)C1CCNCC1 2-(3,4-Dimethoxyphenyl)-3-ethyl-5-(piperidin-4-yl)-1H-indole hydrochloride